heptane-5-ol hydrochloride Cl.CCCCC(CC)O